N-(6-((5-bromo-2-((2-(methoxy-d3)-5-(1-methyl-1H-pyrazol-4-yl)-4-(4-(4-methylpiperazin-1-yl)piperidin-1-yl)phenyl)amino)pyrimidin-4-yl)amino)quinoxalin-5-yl)methanesulfonamide BrC=1C(=NC(=NC1)NC1=C(C=C(C(=C1)C=1C=NN(C1)C)N1CCC(CC1)N1CCN(CC1)C)OC([2H])([2H])[2H])NC=1C(=C2N=CC=NC2=CC1)NS(=O)(=O)C